N-allyl-ethylenediamine C(C=C)NCCN